2-[(1S,4S,5R)-5-[[5-cyclopropyl-3-(2,6-dichlorophenyl)-1,2-oxazol-4-yl]methoxy]-2-azabicyclo[2.2.1]heptan-2-yl]-4-[(3S)-oxolan-3-yloxy]-1,3-benzothiazole-6-carboxylic acid C1(CC1)C1=C(C(=NO1)C1=C(C=CC=C1Cl)Cl)CO[C@H]1[C@@H]2CN([C@H](C1)C2)C=2SC1=C(N2)C(=CC(=C1)C(=O)O)O[C@@H]1COCC1